(4S)-7-(3,5-dimethylisoxazol-4-yl)-9-(1-methyl-1H-pyrazol-4-yl)-4-pyridin-2-yl-4,5-dihydroimidazo[1,5,4-de][1,4]benzoxazin-2(1H)-one CC1=NOC(=C1C1=CC(=C2C=3N([C@H](COC31)C3=NC=CC=C3)C(N2)=O)C=2C=NN(C2)C)C